ClC=1C(=C(C=CC1F)C(CC1CCCCC1)NC(=O)[C@@H]1CNC(O1)=O)F (S)-N-(1-(3-chloro-2,4-difluorophenyl)-2-cyclohexylethyl)-2-oxooxazolidine-5-carboxamide